6-(p-toluenesulfonyl)-6-azabicyclo[3.1.0]hexane CC1=CC=C(C=C1)S(=O)(=O)N1C2CCCC12